5-({[4-(Benzylmethoxy)cyclohexyl]oxy}methyl)4-oxopyrrolidine-1,3-dicarboxylic acid 1-tert-butyl 3-ethyl ester C(C)OC(=O)C1CN(C(C1=O)COC1CCC(CC1)OCCC1=CC=CC=C1)C(=O)OC(C)(C)C